2-[3-(3-bromophenyl)pyrazol-1-yl]-4-morpholino-N-tetrahydropyran-4-yl-furo[3,2-d]pyrimidine-6-carboxamide BrC=1C=C(C=CC1)C1=NN(C=C1)C=1N=C(C2=C(N1)C=C(O2)C(=O)NC2CCOCC2)N2CCOCC2